ClC1=C(C=C(CN2CCC(CC2)N2C(C3=CC=CC=C3C2=O)C(=O)NC2=CC(=CC=C2)C(C)=O)C=C1)C 2-(1-(4-chloro-3-methylbenzyl)piperidin-4-yl)-N-(3-acetyl-phenyl)-3-oxoisoindoline-1-carboxamide